ClC1=C(C=C(C=C1)C=1C=NC=NC1)CNC1=NN2C(NC(=CC2=O)CCC)=N1 2-[(2-chloro-5-pyrimidin-5-yl-phenyl)methylamino]-5-propyl-4H-[1,2,4]triazolo[1,5-a]-pyrimidin-7-one